ClC1=C(C=CC(=C1)C(=O)N1CCC(CC1)CN1N=NC(=C1)C1=C(NC2=CC=C(C=C12)F)C(=O)OCC(C)C)C1=C(C=CC=C1)OCCC(C)C isobutyl 3-(1-((1-(2-chloro-2'-(isopentyloxy)-[1,1'-biphenyl]-4-carbonyl)piperidin-4-yl)methyl)-1H-1,2,3-triazol-4-yl)-5-fluoro-1H-indole-2-carboxylate